COC(=O)C1CC(C=2C(=NN(C2C1)C1CCOCC1)C1=CC(=CC=C1)OC(F)F)(F)F 3-(3-(difluoromethoxy)phenyl)-4,4-difluoro-1-(tetrahydro-2H-pyran-4-yl)-4,5,6,7-tetrahydro-1H-indazole-6-carboxylic acid methyl ester